(R)-N-(4-(trifluoromethoxy)phenyl)-6-(3-hydroxypyrrolidin-1-yl)-2-(methylamino)-5-(1H-pyrazol-5-yl)nicotinamide FC(OC1=CC=C(C=C1)NC(C1=C(N=C(C(=C1)C1=CC=NN1)N1C[C@@H](CC1)O)NC)=O)(F)F